3-bromo-6,12-dihydro-7H-chromeno[4,3-b]quinolin-7-one BrC1=CC=C2C(=C1)OCC1=C2NC2=CC=CC=C2C1=O